NCCN(CCN(CCN)CCN)CCN N,N,N',N'-tetrakis(2-aminoethyl)ethane-1,2-diamine